(N-(1-ethyl-2-oxo-1,2-dihydrobenzo[cd]indol-6-yl)sulfamoyl)benzoic acid C(C)N1C(C2=C3C(C(=CC=C13)NS(=O)(=O)C1=C(C(=O)O)C=CC=C1)=CC=C2)=O